2-(4-cyclopropyl-6-methoxypyrimidin-5-yl)-9-(4-(1-methyl-4-(trifluoromethyl)-1H-imidazol-2-yl)benzyl)-9H-pyrimido[4,5-b]indole C1(CC1)C1=NC=NC(=C1C=1N=CC2=C(N(C3=CC=CC=C23)CC2=CC=C(C=C2)C=2N(C=C(N2)C(F)(F)F)C)N1)OC